cis-4-[(3,5-dichloro-2-pyridyl)oxy]-N-methoxy-2'-oxo-spiro[cyclohexane-1,3'-indoline]-5'-carboxamide ClC=1C(=NC=C(C1)Cl)OC1CCC2(C(NC3=CC=C(C=C23)C(=O)NOC)=O)CC1